FC=1C=C2C[C@H](CN3C2=C(C1)C(=C3)C(=C)C)N(C)C (R)-8-fluoro-N,N-dimethyl-1-(prop-1-en-2-yl)-5,6-dihydro-4H-pyrrolo[3,2,1-ij]quinolin-5-amine